ethyl 2-((2S,3R)-3-((tert-butyldimethylsilyl)oxy)-2-(cyclopentyloxy)-3-(3-methoxy-4-methylphenyl)propyl)-6-ethoxybenzo[d]thiazole-4-carboxylate [Si](C)(C)(C(C)(C)C)O[C@@H]([C@H](CC=1SC=2C(N1)=C(C=C(C2)OCC)C(=O)OCC)OC2CCCC2)C2=CC(=C(C=C2)C)OC